C(C1=CC=CC=C1)OC1=CC=C2C(C=C(OC2=C1C1=CC=NN1C1OCCCC1)N1CCC2(CCC(O2)(C)C)CC1)=O 7-(Benzyloxy)-2-(2,2-dimethyl-1-oxa-8-azaspiro[4.5]decan-8-yl)-8-(1-(tetrahydro-2H-pyran-2-yl)-1H-pyrazol-5-yl)-4H-chromen-4-one